C1(=CC=C(C=C1)C(C(=O)O)C(CC(=O)O)C1=CC=C(C=C1)C)C 2,3-di-p-tolylglutaric acid